(R)-2-phenyl-N-(1-phenyl-2-(quinolin-2-yl)-ethyl)acetamide C1(=CC=CC=C1)CC(=O)N[C@H](CC1=NC2=CC=CC=C2C=C1)C1=CC=CC=C1